C1(CCCCC1)C(=O)N1CCC(CC1)CC1=CC=2N(C=C1)N=CC2N2C(NC(CC2)=O)=O 1-(5-((1-(cyclohexanecarbonyl)piperidin-4-yl)methyl)pyrazolo[1,5-a]pyridin-3-yl)dihydropyrimidine-2,4(1H,3H)-dione